3-bromo-4-fluoro-1,2,5,6-tetrahydropyridine BrC=1CNCCC1F